1,4,7-triazonane-1,4,7-triacetic acid N1(CCN(CCN(CC1)CC(=O)O)CC(=O)O)CC(=O)O